S(=O)(=O)(O)O Dihydrogensulfat